(4-((3-(7-(((3S,4R)-3-fluoropiperidin-4-yl)amino)-3-((trifluoromethyl)thio)pyrazolo[1,5-a]pyridin-2-yl)prop-2-yn-1-yl)amino)-3-methoxyphenyl)dimethylphosphine oxide F[C@H]1CNCC[C@H]1NC1=CC=CC=2N1N=C(C2SC(F)(F)F)C#CCNC2=C(C=C(C=C2)P(C)(C)=O)OC